C(C)(C)N1C=NC=2N(C(N(C(C12)=O)CC1CCC(CC1)(C(F)(F)F)O)=O)C 7-isopropyl-3-methyl-1-((4-hydroxy-4-(trifluoromethyl)cyclohexyl)methyl)-1H-purine-2,6(3H,7H)-dione